C1(=CC=C(C=C1)C1=CN=C(N1)[C@H]1N(CCC1)C([C@H](C(C)C)NC(OC)=O)=O)C1=CC=C(C=C1)C1=CN=C(N1)[C@H]1N(CCC1)C([C@H](C(C)C)NC(OC)=O)=O Dimethyl N,N'-(biphenyl-4,4'-diylbis{1H-imidazole-5,2-diyl-((2S)-pyrrolidine-2,1-diyl)((1S)-1-(1-methylethyl)-2-oxoethane-2,1-diyl)})dicarbamate